COC(=O)N[C@H](C(=O)N[C@@H](CC1=CC=C(C=C1)NS(O)(=O)=O)C=1N=C(SC1)C=1C=NC(=CC1)C)CC1=CC=CC=C1 4-{(S)-2-[(S)-2-(methoxycarbonylamino)-3-phenylpropionylamino]-2-[2-(6-methylpyridin-3-yl)thiazol-4-yl]Ethyl}phenyl-sulfamic acid